alpha-L-rhamnopyranosyl-(1-2)-alpha-L-rhamnopyranosyl-3-hydroxydecanoyl-3-hydroxy-decanoic acid [C@@H]1([C@H](O)[C@H](O)[C@@H](O)[C@@H](O1)C)O[C@H]1[C@@H](O[C@H]([C@@H]([C@H]1O)O)C)C(C(=O)O)(C(CCCCCCC)O)C(CC(CCCCCCC)O)=O